CC(C(CC(CCO)O)O)C 6-methylheptane-1,3,5-triol